C[C@H]1CN(CCC1)C1=CC(=C(N=N1)NC1C[C@@H]2[C@@H](CN(C2)CC2CCOCC2)C1)C(F)(F)F (3aR,5s,6aS)-N-(6-((R)-3-methylpiperidin-1-yl)-4-(trifluoromethyl)pyridazin-3-yl)-2-((tetrahydro-2H-pyran-4-yl)methyl)octahydro-cyclopenta[c]pyrrol-5-amine